(5-(4-(ethylsulfonyl)phenyl)-7-(4-fluorophenyl)benzofuran-2-yl)methylamine C(C)S(=O)(=O)C1=CC=C(C=C1)C=1C=C(C2=C(C=C(O2)CN)C1)C1=CC=C(C=C1)F